2-(2'-hydroxyphenyl)-4,6-bis(4-phenylphenylphenyl)triazine OC1=C(C=CC=C1)N1NC(=CC(=N1)C1=C(C=CC=C1)C1=CC=C(C=C1)C1=CC=CC=C1)C1=C(C=CC=C1)C1=CC=C(C=C1)C1=CC=CC=C1